N-(3-(dimethylamino)benzyl)-4-((2-(3-(dimethylamino)phenoxy)ethoxy)methyl)-N-(3-methoxybenzyl)oxazol-2-amine CN(C=1C=C(CN(C=2OC=C(N2)COCCOC2=CC(=CC=C2)N(C)C)CC2=CC(=CC=C2)OC)C=CC1)C